CN1CCC=CCCC(C2=NN=C(C=3C(=CC(=C1N3)C(F)(F)F)[N+](=O)[O-])O2)=O 13-methyl-17-nitro-15-(trifluoromethyl)-19-oxa-3,4,13,18-tetraazatricyclo[12.3.1.12,5]nonadeca-1(18),2,4,9,14,16-hexa-en-6-one